(S or R)-8-(2,2-difluoro-6-(2-methylpyridin-4-yl)morpholino)-6-(2,4-difluorophenyl)-2,3-dimethyl-4H-pyrimido[1,6-a]pyrimidin-4-one FC1(O[C@H](CN(C1)C=1N=C(N2C(=NC(=C(C2=O)C)C)C1)C1=C(C=C(C=C1)F)F)C1=CC(=NC=C1)C)F |o1:3|